C(CCCCCCC)C1=CC=C(C=C1)\C=C/CCCCCCCCCC(=O)N (Z)-12-(4-octylphenyl)dodec-11-enamide